Cl.C(C1=CC=CC=C1)OC1=C2CC(N(CC2=CC=C1OC)C1=NC=NC2=CC=CC=C12)C(=O)O 5-(benzyloxy)-6-methoxy-2-(quinazolin-4-yl)-1,2,3,4-tetrahydroisoquinoline-3-carboxylic acid hydrochloride